7-(naphthalen-1-yl)-4-(4-(2,3,5,6-tetrafluoro-4-(methylsulfonyl)phenyl)piperazin-1-yl)-5,6,7,8-tetrahydropyrido[3,4-d]pyrimidine C1(=CC=CC2=CC=CC=C12)N1CC=2N=CN=C(C2CC1)N1CCN(CC1)C1=C(C(=C(C(=C1F)F)S(=O)(=O)C)F)F